C(CCCC)OCOCC/C=C/CC[Li] (3E)-6-(pentoxymethoxy)-3-hexenyllithium